tert-butyl (S)-(4-(dimethyl(oxo)-λ6-sulfanylidene)-3-oxo-1-phenylbutan-2-yl)carbamate CS(=CC([C@H](CC1=CC=CC=C1)NC(OC(C)(C)C)=O)=O)(=O)C